N-(trimethylsilyl)silanamine C[Si](N[SiH3])(C)C